C(C)(C)(C)NC1=CN(CC2=CC=NC=C21)C2=C(C=NC=C2)C N-tert-butyl-2-(3-methylpyridin-4-yl)pyrido[3,4-d]pyridin-4-amine